FC1=C2C(=NC(NC2=CC=C1)=O)N1C2=C(CCCC1)C(=CC=C2)C#CC2(CC2)C 5-fluoro-4-(6-((1-methylcyclopropyl)ethynyl)-2,3,4,5-tetrahydro-1H-benzo[b]azepin-1-yl)quinazolin-2(1H)-one